C(C)OCC1=C(C=C(C=C1)C)N1/C(/SCC1=O)=N/C(=O)NC1=C(C=C(C=C1)C1=NN(C=N1)C1=CC=C(C=C1)OC(F)(F)F)C (Z)-1-(3-(2-(ethoxymethyl)-5-methylphenyl)-4-oxothiazolidin-2-ylidene)-3-(2-methyl-4-(1-(4-(trifluoromethoxy)phenyl)-1H-1,2,4-triazol-3-yl)phenyl)urea